IC(C(=O)O)=C(Br)Br 2-iodo-3,3-dibromoprop-2-enoic acid